2,2-Dimethyl-3-((tributylstannyl)methoxy)-N-tritylpropane-1-amine CC(CNC(C1=CC=CC=C1)(C1=CC=CC=C1)C1=CC=CC=C1)(COC[Sn](CCCC)(CCCC)CCCC)C